ClC(CO[NH-])(Cl)Cl 2,2,2-trichloroethyl-oxyamide